Hydrophosphat P(=O)([O-])([O-])O